C(C1=CC=CC=C1)OC(=O)O[C@@H]1[C@@](O[C@H]([C@@H]1OC(=O)OCC1=CC=CC=C1)N1C(NC(C=C1)=O)=O)(F)CO[P@](=O)(OC1=CC=CC=C1)N[C@@H](C)C(=O)OC(C)C isopropyl ((S)-(((2S,3S,4R,5R)-3,4-bis(((benzyloxy)carbonyl)oxy)-5-(2,4-dioxo-3,4-dihydropyrimidin-1(2H)-yl)-2-fluorotetrahydrofuran-2-yl)methoxy)(phenoxy)phosphoryl)-L-alaninate